(6-(4-methylpiperazin-1-yl)pyridin-3-yl)-8-(3,6-dihydro-2H-pyran-4-yl)benzo[4,5]imidazo[1,2-a]pyridine CN1CCN(CC1)C1=CC=C(C=N1)C1=CC=CC=2N1C1=C(N2)C=CC(=C1)C=1CCOCC1